tert-butyl 4-(4-(4-(2,6-dioxopiperidin-3-yl)phenyl)piperazin-1-yl)butanoate O=C1NC(CCC1C1=CC=C(C=C1)N1CCN(CC1)CCCC(=O)OC(C)(C)C)=O